P(=O)(OC1=C(C=CC=C1)C=1N=NC(=C(C1)N1N=CC(=C1)N1C(CNCC1)=O)N)(O)O [2-[6-amino-5-[4-(2-oxopiperazin-1-yl)pyrazol-1-yl]pyridazin-3-yl]phenyl] dihydrogen phosphate